C1(CC1)S(=O)(=O)N1N=CC(=C1)C1=NC=CC(=N1)NC1=CC(=C(C=N1)C(=O)N1CC(C1)CS(=O)(=O)C)NC1COCC1 (6-((2-(1-(cyclopropylsulfonyl)-1H-pyrazol-4-yl)pyrimidin-4-yl)amino)-4-((tetrahydrofuran-3-yl)amino)pyridin-3-yl)(3-((methylsulfonyl)methyl)azetidin-1-yl)methanone